BrC=1C=CC(=C(C1)C1(CC1)C(NOC(=O)C1=NN(C(=C1)C(F)F)C)=N)C 1-(5-bromo-2-methylphenyl)-N-((5-(difluoromethyl)-1-methyl-1H-pyrazole-3-carbonyl)oxy)cyclopropane-1-carboximidamide